2,5-dimethyl-1,4-dioxane CC1OCC(OC1)C